FC=1C=CC=C2C(C(NC12)=O)(OC)C1=CC2=C(OCO2)C=C1OC[C@@H](CCC)O 7-fluoro-3-(6-(((R)-2-hydroxypentyl)oxy)benzo[d][1,3]dioxol-5-yl)-3-methoxyindolin-2-one